2,7-dichloro-8-fluoro-4-((1R,5S)-8-(2-Phenylprop-2-yl)-3,8-diazabicyclo[3.2.1]oct-6-en-3-yl)pyrido[4,3-d]pyrimidine ClC=1N=C(C2=C(N1)C(=C(N=C2)Cl)F)N2C[C@H]1C=C[C@@H](C2)N1C(C)(C)C1=CC=CC=C1